FC1=C(C(=CC2=C1C=C(S2)C(CCC(=O)OCC)=O)OC)O ethyl 4-(4-fluoro-5-hydroxy-6-methoxy-benzothiophen-2-yl)-4-oxo-butanoate